(S,Z)-4-((tert-butoxycarbonyl)(tetrahydrofuran-3-yl)amino)-2-fluorobut-2-enoic acid C(C)(C)(C)OC(=O)N(C\C=C(\C(=O)O)/F)[C@@H]1COCC1